O=C1CCC[C@H](N1C(=O)OC(C)(C)C)C(=O)OC 1-(tert-butyl) 2-methyl (S)-6-oxopiperidine-1,2-dicarboxylate